CCCCC/C=C\C/C=C\C/C=C\CCCCC(=O)OC[C@H](COP(=O)(O)OC[C@H](CO)O)OC(=O)CCCCCCC/C=C\C/C=C\CCCC 1-(6Z,9Z,12Z-octadecatrienoyl)-2-(9Z,12Z-heptadecadienoyl)-glycero-3-phospho-(1'-sn-glycerol)